N(=[N+]=[N-])CC(CN(\N=N\N(C)CC(CN=[N+]=[N-])O)C)O (E)-1,4-bis(3-azido-2-hydroxypropyl)-1,4-dimethyltetrazene